2-Methyl-5-((1-methylazetidin-2-yl)methoxy)-N-(1-(3-vinylnaphthalen-1-yl)cyclopropyl)benzamide CC1=C(C(=O)NC2(CC2)C2=CC(=CC3=CC=CC=C23)C=C)C=C(C=C1)OCC1N(CC1)C